4-hydroxypentyl 4-hydroxypentanoate OC(CCC(=O)OCCCC(C)O)C